3-(2-methyl-2H-indazol-5-yl)-7-((2,2,2-trifluoroethyl)amino)-1,8-Naphthyridin-2(1H)-one CN1N=C2C=CC(=CC2=C1)C=1C(NC2=NC(=CC=C2C1)NCC(F)(F)F)=O